C(C1=CC=CC=C1)N1CCC(CC1)CCNC(=O)N1CCN(CC1)C1=NC=CC=C1Cl N-[2-(1-benzylpiperidin-4-yl)ethyl]-4-(3-chloropyridin-2-yl)piperazine-1-carboxamide